1-((2-acetylthiazol-4-yl)methyl)-3,7-dimethyl-1H-purine-2,6(3h,7h)-dione C(C)(=O)C=1SC=C(N1)CN1C(N(C=2N=CN(C2C1=O)C)C)=O